COC1=C(C=CC(=C1)OC)CNC1=NC(=CC2=CC(=CC=C12)C1=CC(=CC=C1)B1OC(C(O1)(C)C)(C)C)C N-[(2,4-DIMETHOXYPHENYL)METHYL]-3-METHYL-6-[3-(4,4,5,5-TETRAMETHYL-1,3,2-DIOXABOROLAN-2-YL)PHENYL]ISOQUINOLIN-1-AMINE